C1CCC2=C(C=3CCCC3C=C12)NC(=O)NS(=O)(=O)C=CC1N(CCC1)C(=O)C1CCOCC1 N-((1,2,3,5,6,7-hexahydro-S-indacen-4-yl)carbamoyl)-2-(1-(tetrahydro-2H-pyran-4-carbonyl)pyrrolidin-2-yl)ethenesulfonamide